4-[[8-[3-(cyanomethyl)-3-(4-ethylpyrazol-1-yl)azetidin-1-yl]-[1,2,4]triazolo[1,5-a]pyridin-2-yl]amino]-N-methyl-N-[(1-methyl-4-piperidyl)methyl]benzamide C(#N)CC1(CN(C1)C=1C=2N(C=CC1)N=C(N2)NC2=CC=C(C(=O)N(CC1CCN(CC1)C)C)C=C2)N2N=CC(=C2)CC